1-iodo-3-methoxypropyne IC#CCOC